ethynyl-N-(3-fluoro-5-(3-hydroxypropyl)phenyl)-4-methylbenzamide C(#C)C1=C(C(=O)NC2=CC(=CC(=C2)CCCO)F)C=CC(=C1)C